1-adamantylmethaneamine hydrochloride Cl.C12(CC3CC(CC(C1)C3)C2)CN